2-(4-{[(9H-fluoren-9-ylmethoxycarbonyl)-(1-methyl-1H-indol-3-ylmethyl)-amino]-methyl}-piperidin-1-yl)-pyrimidine-5-carboxylic acid C1=CC=CC=2C3=CC=CC=C3C(C12)COC(=O)N(CC1=CN(C2=CC=CC=C12)C)CC1CCN(CC1)C1=NC=C(C=N1)C(=O)O